phenyl-3-fluorobenzenesulfonate C1(=CC=CC=C1)OS(=O)(=O)C1=CC(=CC=C1)F